C(CCCCCCCCC)C(COC(CCCCCCC\C=C/CCCC)=O)CCCCCCCCCCCC (Z)-9-tetradecenoic acid 2-decyl-1-tetradecyl ester